C(C)(C)(C)OC(=O)N1CCC2(CC(C2)C2=C(C=CC(=C2)C(C)(C)C)OCC)CC1 2-(5-(tert-butyl)-2-ethoxyphenyl)-7-azaspiro[3.5]Nonane-7-carboxylic acid tert-butyl ester